(S)-6-ethyl-6-azaspiro[2.5]octane-1-carboxylic acid compound with 2,2,2-trifluoroacetic acid FC(C(=O)O)(F)F.C(C)N1CCC2(C[C@@H]2C(=O)O)CC1